pentan-1-yl-2-(5-bromopyridin-2-yl)propanoate C(CCCC)OC(C(C)C1=NC=C(C=C1)Br)=O